FC1=C(C=CC=C1)C1(CCC1)OCC(=O)N1CC2CCC(C1)N2C2=NC=C(C#N)C=C2 6-(3-(2-(1-(2-fluorophenyl)cyclobutoxy)acetyl)-3,8-diazabicyclo[3.2.1]octan-8-yl)nicotinonitrile